6-(3-Methoxycinnolin-7-yl)-2-methyl-5-(1-{[1-(trifluoromethyl)cyclopropyl]methyl}-1H-pyrazol-4-yl)pyridin-3-carbonitril COC=1N=NC2=CC(=CC=C2C1)C1=C(C=C(C(=N1)C)C#N)C=1C=NN(C1)CC1(CC1)C(F)(F)F